tert-butyl N-[[3-bromo-4-(tert-butoxycarbonylamino)-6,7-dichloro-1H-indol-2-yl]methyl]carbamate BrC1=C(NC2=C(C(=CC(=C12)NC(=O)OC(C)(C)C)Cl)Cl)CNC(OC(C)(C)C)=O